FC1(CCC(CC1)NC(=O)C1=NC(=NN1C)C1=CC=C(C=C1)C=NN=C1SCC(N1C1=C(C=CC=C1)C(C)C)=O)F N-(4,4-Difluorocyclohexyl)-3-[4-({[3-(2-isopropylphenyl)-4-oxo-1,3-thiazolidin-2-yliden]hydrazono}methyl)phenyl]-1-methyl-1H-1,2,4-triazol-5-carboxamid